N,N'-bis[2-(1-piperazinyl)ethyl]-1,2-ethylenediamine N1(CCNCC1)CCNCCNCCN1CCNCC1